3,4,5-trihydroxy-trans-stilbene OC=1C=C(C=C(C1O)O)\C=C\C1=CC=CC=C1